methyl-2,6-diisocyanatohexanoate COC(C(CCCCN=C=O)N=C=O)=O